N1=NNC(C1=O)=[Se] triazolin-5-oneselon